C(C)C1=NN(C2=NC(=NC(=C21)N[C@H](C)C2=CC=C(C=C2)F)C2=CC=C(C(=O)OC)C=C2)C methyl (R)-4-(3-ethyl-4-((1-(4-fluorophenyl)ethyl)amino)-1-methyl-1H-pyrazolo[3,4-d]pyrimidin-6-yl)benzoate